COC1=CC=C(C=C1)S(=O)(=O)OC1=CC=C(C=C1)NC(NC1=CC=C(C=C1)OS(=O)(=O)C1=CC=C(C=C1)OC)=O bis-[4-(p-methoxyphenylsulphonyloxy)phenyl]urea